N,N-diethyl-cyclohexylamine C(C)N(CC)C1CCCCC1